FC=1C(=NC=C(C1)C)C(C)=O 1-(3-fluoro-5-methylpyridin-2-yl)ethan-1-one